N-(3-cyano-4-fluorophenyl)-1,2,4-trimethyl-5-(2-((3-methyloxetan-3-yl)amino)-2-oxoacetyl)-1H-pyrrole-3-carboxamide C(#N)C=1C=C(C=CC1F)NC(=O)C1=C(N(C(=C1C)C(C(=O)NC1(COC1)C)=O)C)C